6-(1H-imidazol-1-yl)-N-((1r,4r)-4-methoxycyclohexyl)-5-methylpicolinamide N1(C=NC=C1)C1=C(C=CC(=N1)C(=O)NC1CCC(CC1)OC)C